1-(tert-butyldimethylsilyl)-3-phenyl-2-propyn-1-ol [Si](C)(C)(C(C)(C)C)C(C#CC1=CC=CC=C1)O